((1R,4R)-4-((4-((5-(4-(((tert-Butoxycarbonyl)amino)methyl)-4-methylpiperidin-1-yl)pyrazin-2-yl)thio)-3-chloropyridin-2-yl)amino)cyclohexyl)methyl 2-nitrobenzenesulfonate [N+](=O)([O-])C1=C(C=CC=C1)S(=O)(=O)OCC1CCC(CC1)NC1=NC=CC(=C1Cl)SC1=NC=C(N=C1)N1CCC(CC1)(C)CNC(=O)OC(C)(C)C